1-(4-chlorobenzyl)-2-(pyrrolidin-1-ylmethyl)-1H-benzimidazole ClC1=CC=C(CN2C(=NC3=C2C=CC=C3)CN3CCCC3)C=C1